diisooctyl-azelat C(CCCCC(C)C)OC(CCCCCCCC(=O)OCCCCCC(C)C)=O